acetyl-Formic acid C(C)(=O)C(=O)O